OC(COC(C=C)=O)C.COC=1C=C2C(C(NC2=CC1)(CC1=NC2=CC=CC=C2C=C1)C1=CC=CC=C1)=O 5-methoxy-2-phenyl-2-(2-quinolinylmethyl)indolin-3-one 2-hydroxy-n-propyl-acrylate